CS(=O)(=O)[O-].C(CCCCCCCCC)[NH+]1CCCCC1 N-Decylpiperidinium methansulfonat